FC1=C(C=O)C(=CC(=C1)\C=C\C1=CC=C(C=C1)N1CCCCC1)O (E)-2-fluoro-6-hydroxy-4-(4-(piperidin-1-yl)styryl)benzaldehyde